ClC1=NC=CC=C1C1=NOC(=N1)C1=CC2=C(N(N=N2)C2CCCC2)C=C1 5-[3-(2-chloropyridin-3-yl)-1,2,4-oxadiazol-5-yl]-1-cyclopentyl-1H-1,2,3-benzotriazole